4,5-dichloro-N-(1H-indazol-4-ylmethyl)thiophene-2-carboxamide ClC=1C=C(SC1Cl)C(=O)NCC1=C2C=NNC2=CC=C1